6-chloro-3-((1-(9-methyl-5-(2-oxa-6-azaspiro[3.3]heptan-6-yl)-2-(trifluoromethyl)imidazo[1,2-c]quinazolin-7-yl)ethyl)amino)picolinic acid ClC1=CC=C(C(=N1)C(=O)O)NC(C)C1=CC(=CC=2C=3N(C(=NC12)N1CC2(COC2)C1)C=C(N3)C(F)(F)F)C